ClC1=CC=C(S1)C(=O)NC[C@H]1CN(C(O1)=O)C1=CC=C(C=C1)N1C(COCC1)=O 5-chloro-N-{[(5S)-2-oxo-3-[4-(3-oxomorpholin-4-yl)phenyl]-1,3-oxazolidin-5-yl]methyl}thiophene-2-carboxamide